hexa-n-butyl-thiophosphoric triamide C(CCC)N(P(N(CCCC)CCCC)(N(CCCC)CCCC)=S)CCCC